N-(6-(2H-1,2,3-triazol-2-yl)-5-(trifluoromethyl)pyridin-3-yl)-2-methyl-4-(4-methylpyridine-3-yl)benzamide N=1N(N=CC1)C1=C(C=C(C=N1)NC(C1=C(C=C(C=C1)C=1C=NC=CC1C)C)=O)C(F)(F)F